CC1(CC2=CC(=C(C=C2C1=O)C(=O)NC(C)C=CS(=O)(=O)C)OC1=CC=CC=C1)C 2,2-dimethyl-N-(4-(methylsulfonyl)but-3-en-2-yl)-3-oxo-6-phenoxy-2,3-dihydro-1H-indene-5-carboxamide